C(C=C)(=O)OCCCO 3-hydroxypropyl prop-2-enoate